(Z)-N-(4-tert-butylphenyl)-1-pyrazin-2-yl-ethanimine C(C)(C)(C)C1=CC=C(C=C1)\N=C(\C)/C1=NC=CN=C1